4-amino-1-[(2R,3S,4R,5R)-5-(bromomethyl)-5-{[(tert-butyldimethylsilyl)oxy]methyl}-3-fluoro-4-[(4-methoxyphenyl)diphenylmethoxy]oxolan-2-yl]-5-fluoropyrimidin-2-one NC1=NC(N(C=C1F)[C@@H]1O[C@@]([C@H]([C@@H]1F)OC(C1=CC=CC=C1)(C1=CC=CC=C1)C1=CC=C(C=C1)OC)(CO[Si](C)(C)C(C)(C)C)CBr)=O